N-{1-[(4S)-7-(3,5-dimethylisoxazol-4-yl)-4-pyridin-2-yl-4,5-dihydroimidazo[1,5,4-de][1,4]benzoxazin-2-yl]azetidin-3-yl}propane-2-sulfonamide CC1=NOC(=C1C1=CC=C2C=3N([C@H](COC31)C3=NC=CC=C3)C(=N2)N2CC(C2)NS(=O)(=O)C(C)C)C